NC1(C(C#N)C=CC=C1)NC1=CC=C(C=C1)C 2-amino-2-(toluidino)benzonitrile